isopropyl (5S,8E,10E,12R)-5,12-dihydroxypentadeca-8,10-dien-6,14-diynoate O[C@@H](CCCC(=O)OC(C)C)C#C\C=C\C=C\[C@@H](CC#C)O